C1(CC1)C(=O)N1CCC(CC1)NC1=NC=C(C(=C1)C(=O)N1C[C@@H]([C@H](CC1)N1CC2=CC=CC=C2CC1)O)F (2-((1-(cyclopropanecarbonyl)piperidin-4-yl)amino)-5-fluoropyridin-4-yl)((3S,4S)-4-(3,4-dihydroisoquinolin-2(1H)-yl)-3-hydroxypiperidin-1-yl)methanone